3-(4-acetylpiperazin-1-yl)-6-((3-methoxy-4-((4-methoxybenzyl)oxy)phenyl)amino)quinoxaline C(C)(=O)N1CCN(CC1)C=1C=NC2=CC=C(C=C2N1)NC1=CC(=C(C=C1)OCC1=CC=C(C=C1)OC)OC